7-methoxy-5-(4-sulfamoyl-benzyl)-2,3,4,5-tetrahydro-1H-pyrido[3,2-b]indole-1-carboxylic acid tert-butyl ester C(C)(C)(C)OC(=O)N1CCCC=2N(C=3C=C(C=CC3C21)OC)CC2=CC=C(C=C2)S(N)(=O)=O